C(#N)C1=C(C=C(C=C1)F)[C@@H](CC)C1=CC(=NN1C)C (1R,2S)-1-(2-cyano-5-fluorophenyl)-1-(1,3-dimethyl-1H-pyrazol-5-yl)propan